O=C1N(C(C2=CC=CC=C12)=O)[C@]1(O[C@]([C@H]([C@H]1C1=C(C(=C(C=C1)F)F)OC)C)(C(F)(F)F)C)C(=O)O.O=C1C2(N=CN1)N=C1C=CC=CC1=C2 cis-oxoindolespiro-imidazoline 1,3-dioxoisoindolin-2-yl-(2R,3S,4S,5R)-3-(3,4-difluoro-2-methoxyphenyl)-4,5-dimethyl-5-(trifluoromethyl)tetrahydrofuran-2-carboxylate